(1S,2R,3S,4R,5S)-4-(5-chloro-7-((5-chloro-2-((3-methylisoxazol-5-yl)methoxy)benzyl)amino)-3H-imidazo[4,5-b]pyridin-3-yl)-2,3-dihydroxy-N-methylbicyclo[3.1.0]hexane-1-carboxamide ClC1=CC(=C2C(=N1)N(C=N2)[C@H]2[C@@H]([C@@H]([C@@]1(C[C@H]21)C(=O)NC)O)O)NCC2=C(C=CC(=C2)Cl)OCC2=CC(=NO2)C